(-)-2-amino-1-(4-nitrophenyl)-1,3-propanediol NC(C(O)C1=CC=C(C=C1)[N+](=O)[O-])CO